ClC1=C(C=C(NC)C=C1)CC 4-chloro-3-ethyl-N-methylaniline